NC1C(N(C=2N(CC1)N=C(C2)C2CCOCC2)C)=O 6-amino-4-methyl-2-(tetrahydro-2H-pyran-4-yl)-7,8-dihydro-4H-pyrazolo[1,5-a][1,3]diazepin-5(6H)-one